ClC1=C(CNC(=O)[C@]2(C=3C=CC=NC3[C@@](CC2)(C)O)F)C(=CC(=C1)Cl)CO (5S,8S)-N-(2,4-dichloro-6-(hydroxymethyl)benzyl)-5-fluoro-8-hydroxy-8-methyl-5,6,7,8-tetrahydroquinoline-5-carboxamide